C(C)N(C(=O)N[C@H](CC)CCC(F)(F)F)CC1=CC(=C(C=C1)OC)C=1C=C(C=2N(C1)C=CN2)OC (R)-1-ethyl-1-(4-methoxy-3-(8-methoxyimidazo[1,2-a]pyridin-6-yl)benzyl)-3-(6,6,6-trifluorohexan-3-yl)urea